C(C)(=O)NC1C[C@H]2CC(C[C@H]2C1)C(=O)NC1=NC=C(C(=C1)C=1C=C(N2CC(CC12)(C)C)C(=O)N)F 7-(2-((2s,3aR,5r,6aS)-5-acetylaminooctahydropentalene-2-carboxamido)-5-fluoropyridin-4-yl)-2,2-dimethyl-2,3-dihydro-1H-pyrrolizine-5-carboxamide